BrC=1C=C(C=C(C1)Cl)C1(COC2(CCCC2)C(N1CC1=CC=C(C=C1)OC)=O)C 8-(3-bromo-5-chloro-phenyl)-9-[(4-methoxyphenyl)methyl]-8-methyl-6-oxa-9-azaspiro[4.5]decan-10-one